ClC1=CC=C(C=C1)C=1N=C2SC=CN2C1CN(CCC1=CC(=C(C=C1)Cl)Cl)C N-((6-(4-chlorophenyl)imidazo[2,1-b]thiazol-5-yl)methyl)-2-(3,4-dichlorophenyl)-N-methylethan-1-amine